COC1=CC=2CCCCC2C=C1 2-methoxy-5,6,7,8-tetrahydronaphthalene